9,9-bis(4-allyloxyphenyl)fluorene C(C=C)OC1=CC=C(C=C1)C1(C2=CC=CC=C2C=2C=CC=CC12)C1=CC=C(C=C1)OCC=C